N-[(2'-cyanobiphenyl-4-yl)methyl]-(L)-valine methyl ester oxalate salt C(C(=O)O)(=O)O.COC([C@@H](NCC1=CC=C(C=C1)C1=C(C=CC=C1)C#N)C(C)C)=O